tert-butyl 4-[(1R,3R)-3-[4-[2-(2,6-dioxopiperidin-3-yl)-1,3-dioxoisoindol-4-yl]piperidin-1-yl]cyclobutoxy]piperidine-1-carboxylate O=C1NC(CC[C@H]1N1C(C2=CC=CC(=C2C1=O)C1CCN(CC1)C1CC(C1)OC1CCN(CC1)C(=O)OC(C)(C)C)=O)=O